5-(4-chloro-1H-indole-2-carbonyl)-N-{1-[(difluoromethoxy)methyl]cyclopropyl}-4H,5H,6H,7H-pyrazolo[1,5-a]pyrazine-3-carboxamide ClC1=C2C=C(NC2=CC=C1)C(=O)N1CC=2N(CC1)N=CC2C(=O)NC2(CC2)COC(F)F